CC1C=CC2=CC=3CCCC3C=C12 1-methyl-1,5,6,7-tetrahydro-s-indacene